1,3-dioxolan-4-ylmethyl methacrylate C(C(=C)C)(=O)OCC1OCOC1